(4S,5S)-5-((5-chloro-4-(4-fluoro-1-isopropyl-2-methyl-1H-benzo[d]imidazol-6-yl)pyrimidin-2-yl)amino)-4,5,6,7-tetrahydropyrazolo[1,5-a]pyridin-4-ol ClC=1C(=NC(=NC1)N[C@@H]1[C@@H](C=2N(CC1)N=CC2)O)C=2C=C(C1=C(N(C(=N1)C)C(C)C)C2)F